C[C@@H]([C@H]1CC[C@@H]2[C@@]1(CC[C@]3([C@H]2CCC4=CC(=O)C=C[C@@]43C)O)C)C(=O)O The molecule is a steroid acid that is 23,24-bisnor-chol-1,4-dien-22-oic acid bearing additional oxo and hydroxy substituent at positions 3 and 9 respectively. It is a 3-oxo-Delta(1),Delta(4)-steroid, a 9-hydroxy steroid and a steroid acid. It is a conjugate acid of a 9alpha-hydroxy-3-oxo-23,24-bisnorchola-1,4-dien-22-oate(1-). It derives from a hydride of a pregnane.